NOC(=O)C1CCNCC1 amino-(4-piperidinyl)-carboxylic acid